1-(propan-2-yl)-1H-imidazole-4,5-dicarbonitrile CC(C)N1C=NC(=C1C#N)C#N